4-amino-1-(2-((2S,4R)-2-((3-chloro-2-fluorobenzyl)carbamoyl)-4-fluoropyrrolidin-1-yl)-2-oxoethyl)-1H-pyrrolo[2,3-b]pyridine-5-carboxamide NC1=C2C(=NC=C1C(=O)N)N(C=C2)CC(=O)N2[C@@H](C[C@H](C2)F)C(NCC2=C(C(=CC=C2)Cl)F)=O